sodium bis(4-hydroxybutyl)dithiocarbamate OCCCCN(C([S-])=S)CCCCO.[Na+]